(2S,3R)-3-((TERT-BUTYLDIMETHYLSILYL)OXY)HEX-5-ENE-2-SULFONAMIDE [Si](C)(C)(C(C)(C)C)O[C@@H]([C@H](C)S(=O)(=O)N)CC=C